C(C)(C)N1N=C(C2=C(C=CC=C12)CC1=CC=C(C=C1)C(F)(F)F)C(=O)NC1CC2(C1)CC(C2)C(=O)O[C@@H](C)C2=CC=CC=C2 trans-(S)-1-phenylethyl 2-[[1-isopropyl-4-[[4-(trifluoromethyl) phenyl]methyl]indazole-3-carbonyl]amino]spiro[3.3]heptane-6-carboxylate